N1=CC=CC2=CN=CC(=C12)C(=O)NCC=1OC2=C(C1Cl)C=C(C=C2C(=O)OC)C methyl 2-((1,6-naphthyridine-8-carboxamido)methyl)-3-chloro-5-methylbenzofuran-7-carboxylate